4-(4-Bromophenyl)-1-(3-chloro-2-fluoro-4-iodophenyl)piperidine BrC1=CC=C(C=C1)C1CCN(CC1)C1=C(C(=C(C=C1)I)Cl)F